N-[(6-amino-2-pyridyl)sulfonyl]-6-(3,5-difluoro-4-isopropoxy-phenyl)-2-[(4S)-2,2,4-trimethylpyrrolidin-1-yl]pyridine-3-carboxamide NC1=CC=CC(=N1)S(=O)(=O)NC(=O)C=1C(=NC(=CC1)C1=CC(=C(C(=C1)F)OC(C)C)F)N1C(C[C@@H](C1)C)(C)C